butyl 3-((3-(trimethoxysilyl)propyl)amino)propanoate CO[Si](CCCNCCC(=O)OCCCC)(OC)OC